naphthoylglycine methyl ester COC(CNC(=O)C1=CC=CC2=CC=CC=C12)=O